butyl 7-hydroxy-3,4-dihydro-1H-isoquinoline-2-carboxylate OC1=CC=C2CCN(CC2=C1)C(=O)OCCCC